5-Fluoro-N4-(4-(4-isopentylpiperazin-1-yl)phenyl)-N2-(pyridin-2-ylmethyl)pyrimidine-2,4-diamine FC=1C(=NC(=NC1)NCC1=NC=CC=C1)NC1=CC=C(C=C1)N1CCN(CC1)CCC(C)C